2-cyanoethyl-N,N-diisopropylphosphoramidite C(#N)CCOP([O-])N(C(C)C)C(C)C